ALUMINIUM HYDROXID Benzyl-1-(benzyloxycarbonylsulfamoyl)-3-[6-[2-(tert-butoxycarbonylamino)ethylamino]-3-pyridyl]pyrrole-2-carboxylate C(C1=CC=CC=C1)OC(=O)C=1N(C=CC1C=1C=NC(=CC1)NCCNC(=O)OC(C)(C)C)S(NC(=O)OCC1=CC=CC=C1)(=O)=O.[OH-].[Al+3].[OH-].[OH-]